(3-(trimethylphenyl)phenyl)acrylic acid CC1=C(C(=C(C=C1)C=1C=C(C=CC1)C(C(=O)O)=C)C)C